C(C=C)(=O)N1CCN(CC1)C1=NC=NC2=CC=C(C=C12)C=1C=C(C(=NC1)Cl)NS(=O)(=O)C1=C(C=C(C=C1)F)F N-(5-(4-(4-acryloylpiperazin-1-yl)quinazolin-6-yl)-2-chloropyridine-3-yl)-2,4-difluorobenzenesulfonamide